(S)-1-(2-bromo-5-fluorophenyl)-3-((tert-butyldimethylsilyl)oxy)piperidine BrC1=C(C=C(C=C1)F)N1C[C@H](CCC1)O[Si](C)(C)C(C)(C)C